CC1CC2C(CC1COC(=O)C1CC3C(C(C1)C)O3)O2 4-epoxy-6-methylcyclohexanecarboxylic acid 3,4-epoxy-6-methylcyclohexylmethyl ester